tert-butyl (1-(4-((3-oxo-3-((3-oxo-3-(piperidin-1-yl)prop-1-en-2-yl)amino)prop-1-en-2-yl)carbamoyl)thiazol-2-yl)piperidin-4-yl)carbamate O=C(C(=C)NC(=O)C=1N=C(SC1)N1CCC(CC1)NC(OC(C)(C)C)=O)NC(=C)C(N1CCCCC1)=O